6-chloro-3-methyl-1H-pyrazolo[3,4-b]pyridine ClC1=CC=C2C(=N1)NN=C2C